1-cyclohexyl-N-(5-(2-(((1r,4r)-4-(dimethyl-amino)cyclohexyl)-amino)-8-isopropyl-7-oxo-7,8-dihydropyrido-[2,3-d]pyrimidin-6-yl)-pyridin-2-yl)methane-sulfonamide C1(CCCCC1)CS(=O)(=O)NC1=NC=C(C=C1)C1=CC2=C(N=C(N=C2)NC2CCC(CC2)N(C)C)N(C1=O)C(C)C